2-(4-((2-hydroxypropyl)thio)phenyl)acetic acid OC(CSC1=CC=C(C=C1)CC(=O)O)C